C1C(CC2=CC=CC=C12)C1(C(C=CC=C1)N)N 1-(2,3-dihydro-1H-inden-2-yl)benzene-1,2-diamine